FCC(CF)(O)C1=CC=C(C=2N1N=CN2)B(O)O (5-(1,3-Difluoro-2-hydroxypropan-2-yl)-[1,2,4]triazolo[1,5-a]pyridin-8-yl)boronic acid